C(C)(O)=S Ethanethioic acid